C(C)OC(=O)C1(CCCC1)NC(\C=C\C1=CC(=C(C=C1)OCC1=C(C=CC=C1F)F)OC)=O (E)-1-(3-(4-((2,6-difluorobenzyl)oxy)-3-methoxyphenyl)acrylamido)cyclopentane-1-carboxylic acid ethyl ester